1-((1-ethyl-1H-imidazol-5-yl)methyl)-1H-thieno[2,3-d]imidazole-5-carboxylate C(C)N1C=NC=C1CN1C=NC2=C1C=C(S2)C(=O)[O-]